N-(4-((2,3-dihydro-1H-indene-5-yl)amino)-2-(naphthalen-1-yl)quinazolin-6-yl)-4-methylbenzamide C1CCC2=CC(=CC=C12)NC1=NC(=NC2=CC=C(C=C12)NC(C1=CC=C(C=C1)C)=O)C1=CC=CC2=CC=CC=C12